3-{1-[(4-methylphenyl)methyl]-5-oxopyrrolidin-2-yl}-3-oxo-2-(1λ4-thiolan-1-ylidene)propanenitrile CC1=CC=C(C=C1)CN1C(CCC1=O)C(C(C#N)=S1CCCC1)=O